N-(4-((R)-2-(2,3-difluorophenyl)propyl)-6-(((R)-1-hydroxy-4-methylpent-2-yl)amino)-1,3,5-triazin-2-yl)methanesulfonamide FC1=C(C=CC=C1F)[C@@H](CC1=NC(=NC(=N1)N[C@@H](CO)CC(C)C)NS(=O)(=O)C)C